2-fluoro-6-[(3-aminobenzyl)amino]-9-(tetrahydrofuran-2-yl)-9H-purine FC1=NC(=C2N=CN(C2=N1)C1OCCC1)NCC1=CC(=CC=C1)N